8-(4-formylphenyl)-2-(4-(benzyloxy)phenyl)-5,7-dimethoxy-4H-chromen-4-one C(=O)C1=CC=C(C=C1)C=1C(=CC(=C2C(C=C(OC12)C1=CC=C(C=C1)OCC1=CC=CC=C1)=O)OC)OC